C(CCCSSCCCC(=O)O)(=O)O 4,4'-dithio-dibutyric acid